tert-Butyl {(3S)-1-[3-({[2-(2,6-difluorophenyl)-1,3-thiazol-4-yl]carbonyl}amino)-6,7-dihydro-5H-cyclopenta[b]pyridin-4-yl]piperidin-3-yl}carbamate FC1=C(C(=CC=C1)F)C=1SC=C(N1)C(=O)NC=1C(=C2C(=NC1)CCC2)N2C[C@H](CCC2)NC(OC(C)(C)C)=O